tert-butyl 4-[2-[[6-[2-[6-methyl-7-oxo-1-(p-tolylsulfonyl)pyrrolo[2,3-c]pyridin-4-yl]-4-nitro-phenoxy]-2-pyridyl] oxy]ethoxy]piperidine-1-carboxylate CN1C(C2=C(C(=C1)C1=C(OC3=CC=CC(=N3)OCCOC3CCN(CC3)C(=O)OC(C)(C)C)C=CC(=C1)[N+](=O)[O-])C=CN2S(=O)(=O)C2=CC=C(C=C2)C)=O